CN(S(=O)(=O)N1C(=NC(=C1)C1=CC=2N=C(N=C(C2O1)N1CCOCC1)N1N=C(C=C1)C=1C=C(C=CC1)C)C)C N,N,2-trimethyl-4-(4-morpholino-2-(3-(m-tolyl)-1H-pyrazol-1-yl)furo[3,2-d]pyrimidin-6-yl)-1H-imidazole-1-sulfonamide